Sulfanylpropionic acid methyl ester COC(C(C)S)=O